(S)-N-(6-(5,7-dihydro-6H-pyrrolo[3,4-b]pyridin-6-yl)-2-(hydroxymethyl)-2-methyl-2,3-dihydrobenzofuran-5-yl)pyrazolo[1,5-a]pyrimidine-3-carboxamide N1=C2C(=CC=C1)CN(C2)C2=CC1=C(C[C@@](O1)(C)CO)C=C2NC(=O)C=2C=NN1C2N=CC=C1